2-(4-(1-Methyl-1H-pyrazol-5-yl)phenyl)-N-(5-methylthiazol-2-yl)acetamide CN1N=CC=C1C1=CC=C(C=C1)CC(=O)NC=1SC(=CN1)C